[Sb].[Ti].[Cr] chromium-titanium-antimony